tert-butyl ((3R)-1-(2-(3-cyano-1H-pyrazol-1-yl)-4-(4-fluorophenyl)cyclopentyl)piperidin-3-yl)carbamate C(#N)C1=NN(C=C1)C1C(CC(C1)C1=CC=C(C=C1)F)N1C[C@@H](CCC1)NC(OC(C)(C)C)=O